C(C1=CC=CC=C1)N1N=C(N=N1)C(=O)N[C@@H]1C(N(C=2N(CC1)N=C(C2)C2CC2)C)=O (S)-2-Benzyl-N-(2-cyclopropyl-4-methyl-5-oxo-5,6,7,8-tetrahydro-4H-pyrazolo[1,5-a][1,3]diazepin-6-yl)-2H-tetrazol-5-carboxamid